NC1=NC=CC(=C1)S(=O)(=O)NC=1SC(=C(N1)C1=C(C=CC=C1C)OC(C)C)C1=CC(=CC(=C1)F)OCCC(C)(C)C 2-amino-N-(5-(3-(3,3-dimethylbutoxy)-5-fluorophenyl)-4-(2-isopropoxy-6-methylphenyl)thiazol-2-yl)pyridin-4-sulfonamide